sodium β-isotetradecylaminopropionate C(CCCCCCCCCCC(C)C)NCCC(=O)[O-].[Na+]